BrC=1C(=NC(=NC1)NC=1C(=NN(C1)[C@H]1CNCC1)C)NCCCN1C(CCC1)=O (R)-1-(3-((5-Bromo-2-((3-methyl-1-(pyrrolidin-3-yl)-1H-pyrazol-4-yl)amino)pyrimidin-4-yl)amino)propyl)pyrrolidin-2-on